tert-butyl 3-(5-chloro-[1,1'-biphenyl]-3-yl)morpholine-4-carboxylate ClC=1C=C(C=C(C1)C1=CC=CC=C1)C1N(CCOC1)C(=O)OC(C)(C)C